NCCCCOC1=CC=C(C(=C1C(=O)NCC1=CC(=C(C=C1)OC)F)O)N1C=NN=C1 6-(4-aminobutoxy)-N-(3-fluoro-4-methoxybenzyl)-2-hydroxy-3-(4H-1,2,4-triazol-4-yl)benzamide